N-(2-methylquinolin-8-yl)benzofuran-2-carboxamide CC1=NC2=C(C=CC=C2C=C1)NC(=O)C=1OC2=C(C1)C=CC=C2